N-(5-((2-(2,2-dimethylpyrrolidin-1-yl)ethyl)carbamoyl)-2-fluorophenyl)-2-(3-methoxy-1-methyl-1H-pyrazol-4-yl)-1H-pyrrolo[2,3-b]pyridine-5-carboxamide CC1(N(CCC1)CCNC(=O)C=1C=CC(=C(C1)NC(=O)C=1C=C2C(=NC1)NC(=C2)C=2C(=NN(C2)C)OC)F)C